FC(C1=CC(=NC(=C1)C(F)(F)F)N1[C@@H]([C@@H](CC1)O[Si](C)(C)C(C)(C)C)C(=O)N(C1=CC(=C(C=C1)F)Cl)CCCBr)(F)F (2S,3R)-1-(4,6-bis(trifluoromethyl)pyridin-2-yl)-N-(3-bromopropyl)-3-((tert-butyldimethylsilyl)oxy)-N-(3-chloro-4-fluorophenyl)pyrrolidine-2-carboxamide